N12C(CCCCC2=NCCC1)C1=C(C=CC=C1)[B-](C1=CC=CC=C1)(C1=CC=CC=C1)C1=CC=CC=C1 1,8-Diazabicyclo[5.4.0]undec-7-enyl-tetraphenylborate